4-(4-Acryloylpiperazin-1-yl)-7-(2-amino-7-fluorobenzo[d]thiazol-4-yl)-6-chloro-8-fluoro-2-(Methylamino)quinoline-3-carbonitrile C(C=C)(=O)N1CCN(CC1)C1=C(C(=NC2=C(C(=C(C=C12)Cl)C1=CC=C(C2=C1N=C(S2)N)F)F)NC)C#N